N[C@H]1CN(CC1)C1=CC=C(C=C1)C1=CC=C2CN(C(C2=C1)=O)[C@@H](C=1NC2=CC=CC=C2C1)C1=C(C=CC(=C1)F)O 6-(4-((R)-3-aminopyrrolidin-1-yl)phenyl)-2-((R)-(5-fluoro-2-hydroxyphenyl)(1H-indol-2-yl)methyl)isoindolin-1-one